2-(difluoromethyl)-6-((4-fluoro-2-methylphenyl)amino)benzoic acid FC(C1=C(C(=O)O)C(=CC=C1)NC1=C(C=C(C=C1)F)C)F